FC=1C=C(C=CC1)C1=CC(NCC1)C(=O)N 4-(3-fluorophenyl)-1,2,5,6-tetrahydropyridine-2-carboxamide